5-(3H-[1,2,3]triazolo[4,5-b]pyridin-3-yl)-3-fluoropicolinoylchloride N1=NN(C2=NC=CC=C21)C=2C=C(C(=NC2)C(=O)Cl)F